(2-chlorophenyl)benzamide ClC1=C(C=CC=C1)C1=C(C(=O)N)C=CC=C1